C(#C)C=1C=C(C=CC1)NC1=C(C=NC2=CC(=C(C=C12)NC(C=CCN(C)C)=O)OCC)C#N N-[4-(3-ethynylphenyl)amino-3-cyano-7-ethoxy-6-quinolyl]-4-(dimethylamino)-2-butenamide